C(CCCCCCC\C=C/C\C=C/CCCCC)(=O)OCCCC(CCC)OC(=O)OCCCN(C)C 4-(((3-(dimethylamino)propoxy)carbonyl)oxy)heptyl (9Z,12Z)-octadeca-9,12-dienoate